FC1=C(C=CC(=C1)F)C(CO)(CN1N=CN=C1)O 2-(2,4-difluorophenyl)-3-(1,2,4-triazole-1-yl)-1,2-propanediol